4-(4-(benzyloxy)phenyl)-N-hexyl-1H-imidazole-1-carboxamide C(C1=CC=CC=C1)OC1=CC=C(C=C1)C=1N=CN(C1)C(=O)NCCCCCC